butyl-tetramethylguanidine C(CCC)N=C(N(C)C)N(C)C